5-acetamido-7,8-diethoxyquinoline-2,4-dicarboxylic acid dimethyl ester COC(=O)C1=NC2=C(C(=CC(=C2C(=C1)C(=O)OC)NC(C)=O)OCC)OCC